5-(3-nitro-4-hydroxyphenyl)-5,6-dihydropyrido[2,3-d]pyrimidine-4,7(3H,8H)-dione [N+](=O)([O-])C=1C=C(C=CC1O)C1CC(NC=2N=CNC(C21)=O)=O